FC(C1=C(OC=2CCC3=CNN=C3C21)C(=O)N)(F)F 8-(trifluoromethyl)-4,5-dihydro-2H-furo[2,3-g]indazole-7-carboxamide